BrC1=CN=C2C(=N1)NC(=C2)C(CCCOC)(C)C 3-bromo-6-(4-methoxy-1,1-dimethyl-butyl)-5H-pyrrolo[2,3-b]pyrazine